(3S)-1-(7-(2-amino-7-fluorobenzo[d]thiazol-4-yl)-8-fluoro-2-(((2R,7aS)-2-fluorotetrahydro-1H-pyrrolizin-7a(5H)-yl)methoxy)-6-(trifluoromethyl)quinazolin-4-yl)pyrrolidin-3-ol NC=1SC2=C(N1)C(=CC=C2F)C2=C(C=C1C(=NC(=NC1=C2F)OC[C@]21CCCN1C[C@@H](C2)F)N2C[C@H](CC2)O)C(F)(F)F